C(C)C1=CC=C(C=C1)NC(C=C)=O N-(4-ethylphenyl)acrylamide